C(C)[C@]1(C(OCC=2C(N3CC=4C(=NC=5C=C6C(=CC5C4CN4CCN(CC4)C)OCCO6)C3=CC21)=O)=O)O (S)-8-ethyl-8-hydroxy-15-((4-methylpiperazin-1-yl)methyl)-l-1,14-dihydro-2H-[1,4]dioxino[2,3-g]pyrano[3',4':6,7]indolizino[1,2-b]quinoline-9,12(3H,8H)-dione